ClC1=NC(=CC(=C1)C=1C=NC=CC1NC(=O)C1=NC2=CC(=CC=C2C=N1)NS(=O)(=O)C)Cl N-(2',6'-dichloro-[3,4'-bipyridyl]-4-yl)-7-(methylsulfonylamino)quinazoline-2-carboxamide